OCC(C(=O)[O-])(C)C.[Na+].[Fe+2].OCC(C(=O)[O-])(C)C.OCC(C(=O)[O-])(C)C iron sodium hydroxypivalate